CC(=O)N[C@@H]1[C@H]([C@@H]([C@H](O[C@H]1O)CO[C@H]2[C@@H]([C@H]([C@H]([C@H](O2)CO)O)O)O)O)O The molecule is an amino disaccharide consisting of beta-D-galactopyranose and 2-acetamido-2-deoxy-beta-D-glucopyranose residues joined in sequence by a (1->6) glycosidic bond. It is an amino disaccharide, a member of acetamides and a glycosylglucose derivative.